COC1=CC=C(CNC(=O)NC2CC3(C2)CC(C3)C(=O)N3CC(CC3)C3=CC=CC=C3)C=C1 1-(4-methoxybenzyl)-3-(6-(3-phenylpyrrolidine-1-carbonyl)spiro[3.3]hept-2-yl)urea